2-(((1s,4s)-4-((7-morpholino-[1,2,4]triazolo[1,5-c]pyrimidin-5-yl)oxy)cyclohexyl)amino)pyrimidine-4-carbonitrile O1CCN(CC1)C1=CC=2N(C(=N1)OC1CCC(CC1)NC1=NC=CC(=N1)C#N)N=CN2